thio-bis(4,1-phenylene) bis(4-amino-3-fluorobenzoate) NC1=C(C=C(C(=O)OC2=CC=C(C=C2)SC2=CC=C(C=C2)OC(C2=CC(=C(C=C2)N)F)=O)C=C1)F